3-(2-(2-((1S,2S,5R)-1-Hydroxy-2-isopropyl-5-methylcyclohexane-1-carboxamido)ethyl)phenoxy)propanoic acid O[C@@]1([C@@H](CC[C@H](C1)C)C(C)C)C(=O)NCCC1=C(OCCC(=O)O)C=CC=C1